(S)-4-((4-bromo-2,3-dihydro-1H-inden-1-yl)amino)-5-chloro-2-methoxybenzonitrile BrC1=C2CC[C@@H](C2=CC=C1)NC1=CC(=C(C#N)C=C1Cl)OC